(R)-2-(1-(2-(1-hydroxyethyl)imidazolo[4,5-d]pyrrolo[2,3-b]pyridine-1(6H)-yl)piperidin-4-yl)acetonitrile O[C@H](C)C1=NC=2C(=C3C(=NC2)NC=C3)N1N1CCC(CC1)CC#N